BrC1=C(C(=C(C=C1)Br)Br)Br.[Zn] zinc tetrabromobenzene